C(C1=CC=CC=C1)NC(CC1=NC=C(C=C1)C1=CC=C(C=C1)OC[C@H](C)N1CCOCC1)=O (S)-N-benzyl-2-(5-(4-(2-morpholinopropoxy)phenyl)pyridin-2-yl)acetamide